ClC1=CC=C(C=C1)CNC(=O)NC1=CC=C(C=C1)CC(=O)N1C2CN(CC1CC2)C(=O)OC(C)(C)C tert-butyl 8-{2-[4-({[(4-chlorophenyl)methyl]amino} carbonylamino)phenyl]acetyl}-3,8-diazabicyclo[3.2.1]octane-3-carboxylate